F[C@H]1C[C@H](NC1)C(=O)O (2S,4S)-4-Fluoro-pyrrolidine-2-carboxylic acid